S1C(=NC2=C1C=CC=C2)C(CC2=CC(=CC=C2)C#N)NS(=O)(=O)C=2C=C(C=CC2)NC(=O)C2CCOCC2 N-[3-[[1-(1,3-benzothiazol-2-yl)-2-(3-cyanophenyl)ethyl]sulfamoyl]phenyl]tetrahydropyran-4-carboxamide